ClC1=CC=C2C(=N1)CC(N2)=O 5-chloro-1,3-dihydro-2H-pyrrolo[3,2-b]pyridin-2-one